NC1=C(C=C2C(=N1)C(=C(N2CO)CNC(C2=CC=CC=C2)=O)I)C N-((5-amino-1-(hydroxymethyl)-3-iodo-6-methyl-1H-pyrrolo[3,2-b]pyridin-2-yl)methyl)benzamide